[Si](C)(C)(C(C)(C)C)OC1CCC2(CCN(CC2)C2=CC=CC=3N(C(N(C32)C)=O)C3C(N(C(CC3)=O)CC3=CC=C(C=C3)OC)=O)CC1 3-(4-(9-((tert-butyldimethylsilyl)oxy)-3-azaspiro[5.5]undecan-3-yl)-3-methyl-2-oxo-2,3-dihydro-1H-benzo[d]imidazol-1-yl)-1-(4-methoxybenzyl)piperidine-2,6-dione